Isopropyl pyridine-1(2H)-carboxylate N1(CC=CC=C1)C(=O)OC(C)C